5-(Azetidin-3-yl)-N-methylpyridinecarboxamide N1CC(C1)C=1C=CC(=NC1)C(=O)NC